COC(CNC(=O)C1=NC=C(C=C1O)C1CCN(CC1)C(C1=CC=C(C=C1)Cl)=O)=O (5-(1-(4-chlorobenzoyl)-piperidin-4-yl)-3-hydroxy-pyridine-2-carbonyl)glycine methyl ester